NC1=C(C=CC=C1)NC(C1=CC=C(C=C1)COC=1C=C(C=C2C(=NC=NC12)C)C=1C=NC(=C(C1)NS(=O)(=O)C1=C(C=C(C=C1)F)F)OC)=O N-(2-aminophenyl)-4-(((6-(5-((2,4-difluorophenyl)sulfonylamino)-6-methoxypyridin-3-yl)-4-methylquinazolin-8-yl)oxy)methyl)benzamide